1-(4-(bicyclo[2.2.1]hept-5-en-2-yl)butyl)-2-(2,6-dimethylphenyl)-4,5-diphenyl-1H-imidazole C12C(CC(C=C1)C2)CCCCN2C(=NC(=C2C2=CC=CC=C2)C2=CC=CC=C2)C2=C(C=CC=C2C)C